N-(2-((2-methoxyethoxy)methoxy)-5-(1-oxo-6-(6-(trifluoromethyl)pyridin-3-yl)-3,4-dihydroisoquinolin-2(1H)-yl)phenyl)methanesulfonamide COCCOCOC1=C(C=C(C=C1)N1C(C2=CC=C(C=C2CC1)C=1C=NC(=CC1)C(F)(F)F)=O)NS(=O)(=O)C